COC1CN(CCC1)S(=O)(=O)C=1C=CC(=C(C1)C1=CN=C2N1C=C(N=C2N)C(F)(F)F)C 3-(5-((3-Methoxypiperidin-1-yl)sulfonyl)-2-methylphenyl)-6-(trifluoromethyl)imidazo[1,2-a]pyrazin-8-amine